N=1OC=C2C1C=CO2 furo[3,2-c]isoxazole